(3S)-3-(5-chloropyridin-2-yl)-1,2-oxazolidine-2-carboxylic acid tert-butyl ester C(C)(C)(C)OC(=O)N1OCC[C@H]1C1=NC=C(C=C1)Cl